C(C)(C)(C)C=1C=C(N(N1)C1=CC(=CC=C1)F)NC(=O)NC1=C(C=C(C=C1)OC1=CC=NC2=C1OCC(N2)=O)C(F)(F)F 1-[5-tert-butyl-2-(3-fluorophenyl)pyrazol-3-yl]-3-[4-[(3-oxo-4H-pyrido[3,2-b][1,4]oxazin-8-yl)oxy]-2-(trifluoromethyl)phenyl]urea